7-(1-methyl-1H-pyrazol-4-yl)-5-(6-(4-(pyridin-2-yloxy)piperidin-1-yl)pyridin-3-yl)imidazo[1,2-a]pyridine-3-carbonitrile CN1N=CC(=C1)C1=CC=2N(C(=C1)C=1C=NC(=CC1)N1CCC(CC1)OC1=NC=CC=C1)C(=CN2)C#N